N-(2,4-dimethoxybenzyl)-1-(1-methylethyl)-1H-pyrazolo[4,3-c]pyridin-6-amine COC1=C(CNC2=CC3=C(C=N2)C=NN3C(C)C)C=CC(=C1)OC